FC1=CC=C2C=C(NC2=C1C)C=O 6-FLUORO-7-METHYL-1H-INDOLE-2-CARBALDEHYDE